CCCCCCCCCCCC(=O)O[C@@H]1[C@@H]([C@H]([C@@H](O[C@H]1O[C@H]2[C@@H](O[C@@H]3[C@@H]([C@@H]2OC(=O)CCCCCCCCC[C@@H](O[C@H]4[C@H](O3)[C@H]([C@H]([C@H](O4)C)O)O)CCCCC)O)C)C)O[C@H]5[C@@H]([C@@H]([C@H]([C@@H](O5)C)OC(=O)C(C)C)OC(=O)/C=C/C6=CC=CC=C6)O)O[C@H]7[C@@H]([C@@H]([C@H]([C@@H](O7)C)O)O)O The molecule is a resin glycoside that is the pentasaccharide derivative of jalapinolic acid. Isolated from the aerial parts of Ipomoea pes-caprae, it has been found to exhibit potential inhibitory effect against multidrug resistance in the human breast cancer cell line. It has a role as a metabolite. It is a cinnamate ester, a macrocyclic lactone, a pentasaccharide derivative and a dodecanoate ester. It derives from an isobutyric acid, a dodecanoic acid, a trans-cinnamic acid and a jalapinolic acid.